1-((1,1-dioxo-2,3-dihydro-1-benzothien-6-yl)carbonyl)-2-piperidinecarboxamide O=S1(CCC2=C1C=C(C=C2)C(=O)N2C(CCCC2)C(=O)N)=O